(2S)-1-methyl-2-(6-methylpyridin-3-yl)pyrrolidin-1-ium benzoate C(C1=CC=CC=C1)(=O)[O-].C[NH+]1[C@@H](CCC1)C=1C=NC(=CC1)C